FC1(CCC(CC1)N1CCN(CC1)C(=O)[C@H]1N(CCC1)C(=O)OC(C)(C)C)F Tert-butyl (S)-2-(4-(4,4-difluorocyclohexyl)piperazin-1-carbonyl)pyrrolidin-1-carboxylate